sodium caprate salt [O-]C(=O)CCCCCCCCC.[Na+]